C1(CC1)C=1C(=CC(=C(CN2CCC3(CN(C(O3)=O)C3=CC=C(C=C3)S(=O)(=O)O)CC2)C1)OCC)C1=NC=C(C=C1)F 4-(8-(5-cyclopropyl-2-ethoxy-4-(5-fluoropyridin-2-yl)benzyl)-2-oxo-1-oxa-3,8-diazaspiro[4.5]decan-3-yl)benzenesulfonic acid